C(C)C1=NSC(=N1)C=1C=CC(=C(C1)NCC(=O)N1CCC2=C(C=CC=C12)OCCOCCO)C 2-((5-(3-ethyl-1,2,4-thiadiazol-5-yl)-2-methylphenyl)amino)-1-(4-(2-(2-hydroxyethoxy)ethoxy)indolin-1-yl)ethan-1-one